2-(2-(4-(4-(2-methylphenoxy)piperidin-1-yl)benzoyl)hydrazinyl)-2-oxoethyl acetate C(C)(=O)OCC(=O)NNC(C1=CC=C(C=C1)N1CCC(CC1)OC1=C(C=CC=C1)C)=O